O1CCN(CC1)C[C@H]1NC2=C(OC1)C=C(C=C2[N+](=O)[O-])S(=O)(=O)NC(C2=CC=CC=C2)=O N-(((R)-3-(morpholinomethyl)-5-nitro-3,4-dihydro-2H-benzo[b][1,4]oxazin-7-yl)sulfonyl)benzamide